O-benzoyl-N-(but-3-yn-1-yl)hydroxylamine trifluoroethyl-hexenoate FC(COC(C=CCCC)=O)(F)F.C(C1=CC=CC=C1)(=O)ONCCC#C